FC=1C=C(C=CC1F)C1=NN(C=C1)C 3-(3,4-difluorophenyl)-1-methyl-1H-pyrazol